2-ethyl-4-(4-(4-(4-(4,4,5,5-tetramethyl-1,3,2-dioxaborolan-2-yl)phenyl)piperazin-1-yl)phenyl)-2,4-dihydro-3H-1,2,4-triazol-3-one C(C)N1N=CN(C1=O)C1=CC=C(C=C1)N1CCN(CC1)C1=CC=C(C=C1)B1OC(C(O1)(C)C)(C)C